N-(5-(2-((1R,4S)-2-azabicyclo[2.2.1]heptan-2-yl)acetamido)-2-methylpyridin-3-yl)-6-(3-methoxy-1-methyl-1H-pyrazol-4-yl)pyrazolo[1,5-a]pyrazine-3-carboxamide [C@@H]12N(C[C@@H](CC1)C2)CC(=O)NC=2C=C(C(=NC2)C)NC(=O)C=2C=NN1C2C=NC(=C1)C=1C(=NN(C1)C)OC